C(C=C)(=O)N1C(CN(CC1)C1=NC(=NC=2CC(CCC12)N1CCCC2=CC=C(C=C12)F)N1CC(C1)N(C)CCOC)CC#N 2-(1-acryloyl-4-(7-(7-fluoro-3,4-dihydroquinolin-1(2H)-yl)-2-(3-((2-methoxyethyl)(methyl)amino)azetidin-1-yl)-5,6,7,8-tetrahydroquinazolin-4-yl)piperazin-2-yl)acetonitrile